tert-butyl (1R,2S,3S,5S)-2-fluoro-3-([5-[5-fluoro-2-(methoxymethoxy)-4-(1-methylpyrazol-4-yl)phenyl]pyrazin-2-yl](methyl)amino)-8-azabicyclo[3.2.1]octane-8-carboxylate F[C@@H]1[C@H]2CC[C@@H](C[C@@H]1N(C)C1=NC=C(N=C1)C1=C(C=C(C(=C1)F)C=1C=NN(C1)C)OCOC)N2C(=O)OC(C)(C)C